3-methyl-1-propynylisocyanate CCC#CN=C=O